COC1=CC2=C(C(C=3NC4=CC=CC=C4C3C2=O)(C)C)C=C1 9-Methoxy-6,6-dimethyl-5,6-dihydro-benzo[b]carbazol-11-one